5-(4-methoxyphenyl)thioanthracene tetrafluoroborate F[B-](F)(F)F.COC1=CC=C(C=C1)SC1=C2C=C3C=CC=CC3=CC2=CC=C1